C1(CC1)C(N1C=CC2=C(C=CC(=C12)C)F)C=1N=NC=CC1C N-(cyclopropyl(4-methylpyridazin-3-yl)methyl)-4-fluoro-7-methyl-1H-indole